3'-(3-(6-(4-isopropyl-4H-1,2,4-triazol-3-yl)pyridin-2-yl)-2-oxoimidazolidin-1-yl)-[1,1'-biphenyl]-4-carboxamide C(C)(C)N1C(=NN=C1)C1=CC=CC(=N1)N1C(N(CC1)C=1C=C(C=CC1)C1=CC=C(C=C1)C(=O)N)=O